NC1=NC=CC=C1C#CC[C@@H](C(=O)OC)NC(=O)OC(C)(C)C methyl (2S)-5-(2-aminopyridin-3-yl)-2-{[(tert-butoxy)carbonyl]amino}pent-4-ynoate